N-Isopropyl-5-azaspiro[2.4]heptan-7-amine C(C)(C)NC1CNCC12CC2